C(C=C)(=O)O.OCCCCCCCCCCCC(=O)O 12-hydroxylaurate-acrylate